ClC=1C=C(C=CC1N1CCN(CC1)CCO)NC1=NC=CC(=N1)NC1=CC=C(C(=C1CC#N)C)C 2-(6-(2-(3-chloro-4-(4-(2-hydroxyethyl)piperazin-1-yl)phenylamino)pyrimidin-4-ylamino)-2,3-dimethylphenyl)acetonitrile